tert-butyl 4-(7-{2,8-dimethylimidazo[1,2-b]pyridazin-6-yl}-6-fluoro-4-oxoquinazolin-3-yl)piperidine-1-carboxylate CC=1N=C2N(N=C(C=C2C)C2=C(C=C3C(N(C=NC3=C2)C2CCN(CC2)C(=O)OC(C)(C)C)=O)F)C1